(2R,3R,4S,5S)-2-(4-Amino-5-(4-(pyridin-3-yl)phenyl)-7H-pyrrolo[2,3-d]pyrimidin-7-yl)-5-((((3-methyl-5-phenylisoxazol-4-yl)methyl)thio)methyl)tetrahydrofuran-3,4-diol NC=1C2=C(N=CN1)N(C=C2C2=CC=C(C=C2)C=2C=NC=CC2)[C@@H]2O[C@@H]([C@H]([C@H]2O)O)CSCC=2C(=NOC2C2=CC=CC=C2)C